C(C)(C)(C)C=1C=C(C=C(C1)C(C)(C)C)C1=C(C(=CC(=C1)C([2H])([2H])[2H])C1=C(C(=C(C(=C1[2H])[2H])[2H])[2H])[2H])NC=1C(=CC=CC1)N N1-(3,5-di-tert-butyl-5'-(methyl-d3)-[1,1':3',1''-terphenyl]-2'-yl-2'',3'',4'',5'',6''-d5)benzene-1,2-diamine